heptafluoroisopropyloxycarboxylic acid FC(C(C(F)(F)F)(OC(=O)O)F)(F)F